(R)-tert-butyl octane-2-carboxylate C[C@H](CCCCCC)C(=O)OC(C)(C)C